7-((4-methylbenzyl)oxy)chromane-2-carboxylic acid CC1=CC=C(COC2=CC=C3CCC(OC3=C2)C(=O)O)C=C1